1-(4-Fluorophenyl)-5-((4-hydroxypiperidin-4-yl)methyl)-1,5-dihydro-4H-pyrazolo[3,4-d]pyrimidin-4-one trifluoroacetic acid salt FC(C(=O)O)(F)F.FC1=CC=C(C=C1)N1N=CC2=C1N=CN(C2=O)CC2(CCNCC2)O